trans-2-(2-([2,2'-bipyrimidin]-5-yl)cyclopropyl)-4,6-difluorobenzo[d]thiazole N1=C(N=CC(=C1)[C@H]1[C@@H](C1)C=1SC2=C(N1)C(=CC(=C2)F)F)C2=NC=CC=N2